[P].CO[S](OC)OC trimethoxysulfur phosphorus